ClC1=NN2C(C(=N1)N[C@@H]1[C@H]([C@@H]3C4CC4[C@H]1CC3)C(=O)OCC)=CC=C2C(NC)=O ethyl (1R,5S,6S,7S)-7-((2-chloro-7-(methylcarbamoyl)pyrrolo[2,1-f][1,2,4]triazin-4-yl)amino)tricyclo[3.2.2.02,4]nonane-6-carboxylate